(±)-N'-cyano-N-(4,5-dichloro-2-fluorophenyl)-1-fluoro-6,7,8,9-tetrahydro-5H-5,8-epimino-cyclohepta[c]pyridine-10-carboximidamide C(#N)N=C(NC1=C(C=C(C(=C1)Cl)Cl)F)N1C2CCC1CC=1C(=NC=CC12)F